ClC1=C(CNC(=O)C2(C=3C=CC=NC3CCC2O)F)C=CC=C1C(F)(F)F N-(2-chloro-3-(trifluorometh-yl)benzyl)-5-fluoro-6-hydroxy-5,6,7,8-tetrahydro-quinoline-5-carboxamide